FC1=CC=C(C=C1)C1=C(N(C=N1)C(C)C)C=1NC=C(N1)C(=O)NC1=NC=C(C=C1)N1C[C@H]2CC[C@@H](C1)N2C 5'-(4-fluorophenyl)-3'-isopropyl-N-(5-((1R,5S)-8-methyl-3,8-diazabicyclo[3.2.1]octan-3-yl)pyridin-2-yl)-1H,3'H-[2,4'-biimidazole]-4-carboxamide